C(C)(C)[Si](C#CC1=CC(=CC2=CC=CC=C12)OCOC)(C(C)C)C(C)C triisopropyl-((3-(methoxymethoxy)naphthalene-1-yl)ethynyl)silane